C([O-])([O-])=O.[Na+].COCOC.[Na+] DIMETHOXYMETHANE sodium carbonate